BrC=1C(=C(C=CC1)NC(=O)C1=NN2C(CN(CC2)C(=O)OC(C)(C)C)=C1)C tert-butyl 2-[(3-bromo-2-methyl-phenyl)carbamoyl]-6,7-dihydro-4H-pyrazolo[1,5-a]pyrazine-5-carboxylate